FC1(CC(C1)C1=NN(C(=C1C(C)C)NC(OC1CC(C1)(F)F)=O)C)F 3,3-difluorocyclobutyl (3-(3,3-difluorocyclobutyl)-4-isopropyl-1-methyl-1H-pyrazol-5-yl)carbamate